COC1=CC=2C=3C=C4C(=C(C3NC2C=C1)C)C=CN=C4 9-methoxy-5-methyl-6H-pyrido[4,3-b]carbazole